Cl.ClC1=C(CN2N=CC(=C2)N)C(=CC=C1)Cl 1-(2,6-dichlorobenzyl)-1H-pyrazol-4-amine hydrochloride